C(C1=CC=CC=C1)(C1=CC=CC=C1)C1CCN(CC1)C(=O)N1C[C@@H]2[C@@H](OCC(N2)=O)CC1 |r| rac-(4aR,8aS)-6-(4-Benzhydrylpiperidine-1-carbonyl)-4,4a,5,7,8,8a-hexahydropyrido[4,3-b][1,4]oxazin-3-one